ClC1=NC=2N(C(=C1C1=C(C=C(C=C1F)C#CCCO)F)N([C@H](C)C(C)C)C)N=C(N2)C (R)-4-(4-(5-chloro-2-methyl-7-(methyl(3-methylbutan-2-yl)amino)-[1,2,4]triazolo[1,5-a]pyrimidin-6-yl)-3,5-difluorophenyl)but-3-yn-1-ol